N(=[N+]=[N-])C(C)(C1CC1)C1=CN=C(C2=CN=C(C=C12)Cl)OC1CC1 4-(1-Azido-1-cyclopropylethyl)-6-chloro-1-cyclopropoxy-2,7-naphthyridine